P(=O)(OCC)(OCC)OC(C)C#N Diethyl (1-cyanoethyl) phosphate